4-amino-1-[(2R,4R,SR)-5-[[(benzylamino)-[2-(tert-butyldisulfanyl)ethoxy]phosphoryl]oxymethyl]-3,3-difluoro-4-hydroxy-tetrahydrofuran-2-yl]pyrimidin-2-one NC1=NC(N(C=C1)[C@@H]1O[C@H]([C@H](C1(F)F)O)COP(=O)(OCCSSC(C)(C)C)NCC1=CC=CC=C1)=O |&1:9|